ClC1=CC(=C(C=C1)N1CCC(CC1)=O)F 1-(4-chloro-2-fluorophenyl)piperidin-4-one